(1R,2S,4R)-1,7,7-TRIMETHYLBICYCLO[2.2.1]HEPTAN CC12CCC(CC1)C2(C)C